para-cresyl isobutyrate C(C(C)C)(=O)OC1=CC=C(C=C1)C